N2,N2,N6,N6-tetrakis(2-methoxyethyl)-4-(4-methoxypiperidin-1-yl)-8-(4-(3-methyl-1,2,4-thiadiazol-5-yl)piperazin-1-yl)pyrimido[5,4-d]pyrimidine-2,6-diamine COCCN(C=1N=C(C2=C(N1)C(=NC(=N2)N(CCOC)CCOC)N2CCN(CC2)C2=NC(=NS2)C)N2CCC(CC2)OC)CCOC